Cl.Cl.C1(CC1)CN[C@@H]1[C@H](C1)C=1C=C(SC1C)C(=O)NC=1C=NN(C1)C 4-((1R,2S)-2-((cyclopropylmethyl)amino)cyclopropyl)-5-methyl-N-(1-methyl-1H-pyrazol-4-yl)thiophene-2-carboxamide Dihydrochloride